CN1C(C=C(C=C1)CN1C(=CC=C1)C(=O)OC)=O methyl 1-((1-methyl-2-oxo-1,2-dihydropyridin-4-yl)methyl)-1H-pyrrole-2-carboxylate